CS(=O)(=O)OCC(C)N1CCN(CC1)C(=O)OC(C)(C)C tert-butyl 4-(1-((methylsulfonyl)oxy)propan-2-yl)piperazine-1-carboxylate